1-((3S,5R)-1-acryloyl-5-(methoxymethyl)pyrrolidin-3-yl)-3-((1-cyclopropyl-5-fluoro-1H-benzo[d]imidazol-6-yl)ethynyl)-5-(methylamino)-1H-pyrazole-4-carboxamide C(C=C)(=O)N1C[C@H](C[C@@H]1COC)N1N=C(C(=C1NC)C(=O)N)C#CC=1C(=CC2=C(N(C=N2)C2CC2)C1)F